silicon-chromium-boron [B].[Cr].[Si]